1,4-bis(4H-1,2,4-triazole-4-yl)benzene N=1N=CN(C1)C1=CC=C(C=C1)N1C=NN=C1